6-benzyl-1-((1R,5S)-3,8-diazabicyclo[3.2.1]octan-8-yl)-3-((1-(morpholinomethyl)cyclopropyl)methoxy)-5,6,7,8-tetrahydro-2,6-naphthyridine-4-carbonitrile C(C1=CC=CC=C1)N1CC=2C(=C(N=C(C2CC1)N1[C@H]2CNC[C@@H]1CC2)OCC2(CC2)CN2CCOCC2)C#N